3-(R)-(3,3-difluoropropyl)pyrrolidine-1-carboxylic acid tert-butyl ester C(C)(C)(C)OC(=O)N1C[C@@H](CC1)CCC(F)F